C(C=C)(=O)N1C[C@@H](CCCC1)N1C(=NC2=C1C(=CC(=C2)OC2COC2)Cl)NC(C2=CC(=NC=C2)C(F)(F)F)=O (R)-N-(1-(1-acryloylazepan-3-yl)-7-chloro-5-(oxetan-3-yloxy)-1H-benzo[d]imidazol-2-yl)-2-(trifluoromethyl)isonicotinamide